1-(2'-hydroxy-4'-(3''-bromobenzyl)oxy-5'-methylphenyl)-2-(1H-1,2,4-triazolyl)ethanone OC1=C(C=C(C(=C1)OCC1=CC(=CC=C1)Br)C)C(CN1N=CN=C1)=O